Dibenzyl ((1S,2S)-2-hydroxycyclohexyl) phosphate P(=O)(OCC1=CC=CC=C1)(OCC1=CC=CC=C1)O[C@@H]1[C@H](CCCC1)O